C(C)(C)(C)N1CC2=NN(C=C2C1=O)C\C(\CN1C(C2=CC=CC=C2C1=O)=O)=C\F (E)-2-(2-((5-(tert-butyl)-4-oxo-5,6-dihydropyrrolo[3,4-c]pyrazol-2(4H)-yl)methyl)-3-fluoroallyl)isoindolin-1,3-dione